C[C@H](\C=C/C\C=C/C\C=C/CCCCN)\C=C/CCCCC (S,5Z,8Z,11Z,14Z)-13-methylicosa-5,8,11,14-tetraen-1-amine